ClC=1C=CC(=C(C1)NC(OC1CN(C1)C1=CC(=C(C=2CCOC21)[C@@H]2C(NC(CC2)=O)=O)F)=O)F (R)-1-(4-(2,6-dioxopiperidin-3-yl)-5-fluoro-2,3-dihydrobenzofuran-7-yl)azetidine-3-yl (5-chloro-2-fluorophenyl)carbamate